Cl.O1C(=NC=2C=NC=3C=CC=CC3C21)CN oxazolo[4,5-c]quinolin-2-ylmethanamine hydrochloride